ClC1C(N(C1C1=C(C=CC=C1)Br)C1C2(CC3CC(CC1C3)C2)C(=O)N)=O (3-chloro-4-(2-bromophenyl)-2-azetidinon-1-yl)adamantanecarboxamide